Dodecanoic acid tert-butyl ester C(C)(C)(C)OC(CCCCCCCCCCC)=O